methyl ((1R,3R)-3-(6-((3-((methoxycarbonyl)amino)-5-(1-methyl-1H-pyrazol-4-yl)phenyl)amino)-3-methyl-2-oxo-2,3-dihydro-1H-imidazo[4,5-c]pyridin-1-yl)cyclopentyl)carbamate COC(=O)NC=1C=C(C=C(C1)C=1C=NN(C1)C)NC1=CC2=C(C=N1)N(C(N2[C@H]2C[C@@H](CC2)NC(OC)=O)=O)C